O1CCN(CC1)C=1C2=C(N=CN1)N(C(=C2)C2=CC=C(C=C2)N2C(NC1(C2=O)CN(CC1)C(=O)OC(C)(C)C)=O)COCC[Si](C)(C)C tert-butyl 3-(4-(4-morpholino-7-((2-(trimethylsilyl)ethoxy)methyl)-7H-pyrrolo[2,3-d]pyrimidin-6-yl)phenyl)-2,4-dioxo-1,3,7-triazaspiro[4.4]nonane-7-carboxylate